(4-(3-hydroxyoxetan-3-yl)phenyl)(4-(4-hydroxyphenyl)piperidin-1-yl)methanone OC1(COC1)C1=CC=C(C=C1)C(=O)N1CCC(CC1)C1=CC=C(C=C1)O